3,3'-biphenyl-tetracarboxylic acid C1(=C(C(=C(C(=C1)C(=O)O)C(=O)O)C=1C=CC=CC1)C(=O)O)C(=O)O